C(C=CCCCCCCCCCCCCC)O n-Hexdec-2-en-1-ol